1-(6-chloropyridin-3-yl)-N-(3-nitrobenzyl)methylamine ClC1=CC=C(C=N1)CNCC1=CC(=CC=C1)[N+](=O)[O-]